1-[3-chloro-5-(2-aminoethylamino)phenyl]-3-[2-(2-hydroxyethyl)phenyl]urea ClC=1C=C(C=C(C1)NCCN)NC(=O)NC1=C(C=CC=C1)CCO